C[C@@H]1CC[C@@H]2[C@]13CC(C[C@H]3C=C2C=O)(C)C The molecule is an enal that is pentalen-13-ol in which the primary hydroxy group hax been oxidised to the corresponding aldehyde. It is an enal and a sesquiterpenoid. It derives from a pentalenene.